3-CHLORO-5-CYANOBENZALDEHYDE ClC=1C=C(C=O)C=C(C1)C#N